C(CCC)OC(O[Ti])(OCCCC)OCCCC Tri(n-butoxy)methoxytitanium